4-(2-Methoxyphenyl)-6-methyl-N-(4,5,6,7-tetrahydrothiazolo[5,4-c]pyridin-2-yl)nicotinamide COC1=C(C=CC=C1)C1=CC(=NC=C1C(=O)NC=1SC=2CNCCC2N1)C